(3S)-11-(2-amino-7-fluorobenzo[d]thiazol-4-yl)-8-((3S,5R)-3,5-dimethylpiperazin-1-yl)-3-methoxy-10-(trifluoromethyl)-3,4-dihydro-2H,6H-[1,4]thiazepino[2,3,4-ij]quinazolin-6-one NC=1SC2=C(N1)C(=CC=C2F)C2=C(C=C1C(=NC(N3C1=C2SC[C@H](C3)OC)=O)N3C[C@@H](N[C@@H](C3)C)C)C(F)(F)F